(7R,14R)-11-(3-chloroprop-1-yn-1-yl)-1-(difluoromethoxy)-6-(methyl-d3)-6,7-dihydro-7,14-methanobenzo[f]benzo[4,5]imidazo[1,2-a][1,4]diazocin-5(14H)-one ClCC#CC1=CC2=C(N=C3N2[C@H]2C4=C(C(N([C@@H]3C2)C([2H])([2H])[2H])=O)C=CC=C4OC(F)F)C=C1